(R)-3-(trifluoromethyl)-7,7a,8,9,10,11-hexahydro-5H-pyrazino[2,1-c]pyrido[2,3-e][1,4]oxazepine FC(C1=CC2=C(N3[C@@H](COC2)CNCC3)N=C1)(F)F